Ethylhexyl behenate C(CCCCCCCCCCCCCCCCCCCCC)(=O)OC(CCCCC)CC